C(CCC)[Sn](CCCC)(CCCC)COC1C(CCC1)N 2-((tributylstannyl)methoxy)cyclopentane-1-amine